2-(1-(but-2-enoyl)-4-(7-(3,4-dihydroquinolin-1(2H)-yl)-2-(3-(dimethylamino)azetidin-1-yl)-5,6,7,8-tetrahydroquinazolin-4-yl)piperazin-2-yl)acetonitrile C(C=CC)(=O)N1C(CN(CC1)C1=NC(=NC=2CC(CCC12)N1CCCC2=CC=CC=C12)N1CC(C1)N(C)C)CC#N